6-(2-(5-cyclopropyl-3-(2-(trifluoromethyl)phenyl)isoxazol-4-yl)-7-azaspiro[3.5]non-1-en-7-yl)-4-ethoxyquinoline-2-carboxylic acid C1(CC1)C1=C(C(=NO1)C1=C(C=CC=C1)C(F)(F)F)C1=CC2(C1)CCN(CC2)C=2C=C1C(=CC(=NC1=CC2)C(=O)O)OCC